BrC=1C(=C(C=C(C1F)Cl)C(C)=O)OC(C)C 1-(3-bromo-5-chloro-4-fluoro-2-isopropoxyphenyl)ethan-1-one